FC=1C=C(C(=O)N(C)C)C=CC1S(N)(=O)=O 3-fluoro-N,N-dimethyl-4-sulfamoylbenzamide